C1(CCCCC1)C(=O)N1CCN(CC1)CC1=C(C=C(C=2C(C=C(OC21)C2=CC=C(C=C2)O)=O)O)O 8-((4-(Cyclohexanecarbonyl)piperazin-1-yl)methyl)-5,7-dihydroxy-2-(4-hydroxyphenyl)-4H-benzopyran-4-one